C(C)OC(=O)C=1N=CC=2CN(CCC2C1)C1=CC(=NC(=C1)F)F 7-(2,6-Difluoropyridin-4-yl)-5,6,7,8-tetrahydro-2,7-naphthyridine-3-carboxylic acid ethyl ester